N2-([1,1':3',1''-Terphenyl]-2'-yl-2,2'',3,3'',4,4'',5,5'',6,6''-d10)-N3-(3-((9-(4-(tert-butyl)pyridin-2-yl)-6-chloro-9H-carbazol-2-yl)oxy)phenyl)dibenzo[b,d]furan-2,3-diamine C1(=C(C(=C(C(=C1[2H])[2H])[2H])[2H])[2H])C1=C(C(=CC=C1)C1=C(C(=C(C(=C1[2H])[2H])[2H])[2H])[2H])NC1=CC2=C(OC3=C2C=CC=C3)C=C1NC1=CC(=CC=C1)OC1=CC=3N(C2=CC=C(C=C2C3C=C1)Cl)C1=NC=CC(=C1)C(C)(C)C